tert-butyl 4-(6-oxo-5-(5,6,7,8-tetrahydroquinoxalin-5-yl)-5,6-dihydropyrido[2,3-b]pyrazin-7-yl)piperidine-1-carboxylate O=C1C(=CC=2C(=NC=CN2)N1C1C=2N=CC=NC2CCC1)C1CCN(CC1)C(=O)OC(C)(C)C